1,1'-(cyclopentane-1,1-diylbis(ethane-2,1-diyl))bis(1-ethylpyrrolidin-1-ium) hydroxide [OH-].C1(CCCC1)(CC[N+]1(CCCC1)CC)CC[N+]1(CCCC1)CC.[OH-]